[N+](=O)([O-])C1=CC=C(C=C1)C(=O)C1=CC=CC=C1 (4-nitrophenyl)(phenyl)methanone